O-(2-methylbenzyl)hydroxylamine CC1=C(CON)C=CC=C1